(hydroxymethyl)bicyclo[1.1.1]pentane-1-carboxylic acid methyl ester COC(=O)C12C(C(C1)C2)CO